COC1=C(C=C2C(=NC=3N(C2=C1)C=CN3)N[C@H](C)C3=CC(=CC(=C3)C(F)(F)F)[N+](=O)[O-])O[C@@H]3COCC3 8-methoxy-N-((R)-1-(3-nitro-5-(trifluoromethyl)phenyl)ethyl)-7-(((S)-tetrahydrofuran-3-yl)oxy)imidazo[1,2-a]Quinazolin-5-amine